Acetic acid, hydrazide C(C)(=O)NN